[(1S,2S)-2-[4-fluoro-2-(trifluoromethyl)phenyl]-1-methyl-propyl] (2S)-2-[(3-hydroxy-4-methoxy-pyridine-2-carbonyl)amino]propanoate OC=1C(=NC=CC1OC)C(=O)N[C@H](C(=O)O[C@H]([C@@H](C)C1=C(C=C(C=C1)F)C(F)(F)F)C)C